C(C)(C)(C)OC(=O)N1CCC(=CC1)C1=CC(=C(C=C1)F)F 4-(3,4-difluorophenyl)-3,6-dihydro-2H-pyridine-1-carboxylic acid tert-butyl ester